(5-(Methylsulfonyl)-4,5,6,7-tetrahydro-1H-pyrazolo[4,3-c]pyridin-3-yl)(4-(2-(trifluoromethyl)phenyl)piperidin-1-yl)methanone CS(=O)(=O)N1CC2=C(CC1)NN=C2C(=O)N2CCC(CC2)C2=C(C=CC=C2)C(F)(F)F